NC1=NC=CC=C1C1=NC=2C(=NC(=CC2)C2=CC=CC=C2)N1C1=CC=C(CN2CC(N(C(C2)C)C(=O)OCCCC)C)C=C1 butyl 4-(4-(2-(2-aminopyridin-3-yl)-5-phenyl-3H-imidazo[4,5-b]pyridin-3-yl)benzyl)-2,6-dimethylpiperazine-1-carboxylate